4-(3-isopropyl-5-(piperidin-4-yl)-1H-indol-2-yl)-6-methylpyridin-2-amine C(C)(C)C1=C(NC2=CC=C(C=C12)C1CCNCC1)C1=CC(=NC(=C1)C)N